methyl (R)-(5-methyl-2'-oxo-6'-(2-(trifluoromethyl)-4-(vinylsulfonyl)piperazin-1-yl)-1',2'-dihydro-[4,4'-bipyridin]-2-yl)carbamate CC=1C(=CC(=NC1)NC(OC)=O)C1=CC(NC(=C1)N1[C@H](CN(CC1)S(=O)(=O)C=C)C(F)(F)F)=O